sulfoalanine iron [Fe].S(=O)(=O)(O)N[C@@H](C)C(=O)O